2,2'-bis(methylsulfonylmethyl)-4,4'-dinitro-1,1'-biphenyl CS(=O)(=O)CC1=C(C=CC(=C1)[N+](=O)[O-])C1=C(C=C(C=C1)[N+](=O)[O-])CS(=O)(=O)C